3-methyl-6-allyl-2-methoxy-4-bromophenol CC=1C(=C(C(=CC1Br)CC=C)O)OC